3-(3,5-Dichloro-4-(4-chlorobenzoyl)benzyl)-5-propyl-3,6-dihydro-7H-[1,2,3]triazolo[4,5-d]pyrimidin-7-one ClC=1C=C(CN2N=NC3=C2N=C(NC3=O)CCC)C=C(C1C(C1=CC=C(C=C1)Cl)=O)Cl